CC1=C(C=CC(=C1)C)SC1=C(C=CC=C1)N1CCNCC1 1-[2-(2,4-dimethyl-phenylsulfanyl)-phenyl]piperazine